C(=O)C1=CC=C(O1)C=1C=CC(=C(C#N)C1)O 5-(5-formylfuran-2-yl)-2-hydroxybenzonitrile